3-(aminomethyl)-1-methyl-pyridin-2-one NCC=1C(N(C=CC1)C)=O